OCCOCCS(=O)(=O)[O-].[Na+] sodium 2-(2-hydroxyethoxy)-ethanesulfonate